(S,E)-methyl 6-(isonicotinamido)-7-(1-(2-(2-adamantylamino)-2-oxoethyl)-2-oxo-1,2-dihydropyridin-3-ylamino)-7-oxohept-2-enoate C(C1=CC=NC=C1)(=O)N[C@@H](CC/C=C/C(=O)OC)C(=O)NC=1C(N(C=CC1)CC(=O)NC1C2CC3CC(CC1C3)C2)=O